Ethyl (3R)-3-(3,7-dimethyl-3H-[1,2,3]triazolo[4,5-b]pyridin-6-yl)-3-[7-(hydroxymethyl)-1-Benzothiophen-5-yl]propanoate CN1N=NC=2C1=NC=C(C2C)[C@H](CC(=O)OCC)C=2C=C(C1=C(C=CS1)C2)CO